C(CCC)(=O)[O-].C1CCCCC1.[Ni+2].C(CCC)(=O)[O-] Nickel cyclohexane butyrate